(R)-N-(2-(4-cyanothiazolidin-3-yl)-2-oxoethyl)-6-((tetrahydro-2H-pyran-4-yl)oxy)-quinoline-4-carboxamide C(#N)[C@H]1N(CSC1)C(CNC(=O)C1=CC=NC2=CC=C(C=C12)OC1CCOCC1)=O